4-(tert-butoxy)-2-(4-(5-chloro-2-(4-chloro-1H-1,2,3-triazol-1-yl)phenyl)-2,5-dioxapiperazin-1-yl)-N-(2-methyl-2H-indazol-5-yl)butanamide C(C)(C)(C)OCCC(C(=O)NC1=CC2=CN(N=C2C=C1)C)N1OCN(OC1)C1=C(C=CC(=C1)Cl)N1N=NC(=C1)Cl